2-[5-benzyloxy-4-(1-cyano-1-methyl-ethyl)-2-fluoro-phenyl]Acetic Acid C(C1=CC=CC=C1)OC=1C(=CC(=C(C1)CC(=O)O)F)C(C)(C)C#N